C1(CC1)NC(=S)NC(C(C1=NC=CC(=C1)C(F)(F)F)C=1C(=NC=CC1)F)=O N-(cyclopropylaminothiocarbonyl)-2-(2-fluoropyridin-3-yl)-2-(4-(trifluoromethyl)pyridin-2-yl)acetamide